CC1COC(CCCCC(CC=C1)(C)OC(=O)N1CCNCC1)=O 3,7-dimethyl-12-oxooxacyclododec-4-en-7-ylpiperazine-1-carboxylate